C(C)(C)C1=CC=C(C=C1)SC1=CC=C2C3=C(C=CC=C13)C1=NC(C(=C12)C#N)=O 3-(4-isopropylphenylthio)-8-oxo-8H-acenaphtho[1,2-b]pyrrole-9-carbonitrile